((3-fluoro-8-(4,4,5,5-tetramethyl-1,3,2-dioxaborolan-2-yl)naphthalen-1-yl)ethynyl)triisopropylsilane FC=1C=C(C2=C(C=CC=C2C1)B1OC(C(O1)(C)C)(C)C)C#C[Si](C(C)C)(C(C)C)C(C)C